4-methyl-3-((4-(3-pyridyl)-2-pyrimidinyl)amino)-N-(5-(4-methyl-1H-imidazol-1-yl)-3-(trifluoromethyl)phenyl)benzamide CC1=C(C=C(C(=O)NC2=CC(=CC(=C2)N2C=NC(=C2)C)C(F)(F)F)C=C1)NC1=NC=CC(=N1)C=1C=NC=CC1